OC1=CC=C(C=C1)C(=C(CC)C1=CC=C(C=C1)O)C1=CC=C(OCCN2CCC(CC2)CN2CCC(CC2)C=2C=C3C(N(C(C3=CC2F)=O)C2C(NC(CC2)=O)=O)=O)C=C1 5-(1-((1-(2-(4-(1,2-bis(4-hydroxyphenyl)but-1-en-1-yl)phenoxy)ethyl)piperidin-4-yl)methyl)piperidin-4-yl)-2-(2,6-dioxopiperidin-3-yl)-6-fluoroisoindoline-1,3-dione